4,4'-methylenebis[N-(1-methylpropyl)aniline] C(C1=CC=C(NC(CC)C)C=C1)C1=CC=C(NC(CC)C)C=C1